1,3-di[3,4-di(2,3-epoxypropyl)phenoxy]benzene C(C1CO1)C=1C=C(OC2=CC(=CC=C2)OC2=CC(=C(C=C2)CC2CO2)CC2CO2)C=CC1CC1CO1